(R)-3-imino-2,2,5-Trimethyl-5-(8-(oxetan-3-yl)dibenzo[b,d]thiophen-2-yl)thiomorpholine 1,1-dioxide N=C1N[C@@](CS(C1(C)C)(=O)=O)(C1=CC2=C(SC3=C2C=C(C=C3)C3COC3)C=C1)C